N-(5-((3-chloro-6-(1-methyl-1H-pyrazol-4-yl)pyrazolo[1,5-a]pyridin-4-yl)oxy)pyridin-2-yl)acrylamide ClC=1C=NN2C1C(=CC(=C2)C=2C=NN(C2)C)OC=2C=CC(=NC2)NC(C=C)=O